(1R,3R)-2-(2-fluoro-2-methyl-propyl)-1-[4-[1-(3-fluoropropyl)azetidin-3-yl]oxy-2-methyl-phenyl]-3-methyl-1,3,4,9-tetrahydropyrido[3,4-b]indole FC(CN1[C@@H](C=2NC3=CC=CC=C3C2C[C@H]1C)C1=C(C=C(C=C1)OC1CN(C1)CCCF)C)(C)C